((2,4-dioxo-1,3-diazaspiro[4.4]nonane-7-yl)methyl)-4-methylthiophene-2-sulfonamide O=C1NC2(C(N1)=O)CC(CC2)CC2=C(SC=C2C)S(=O)(=O)N